(S)-1-(4-methyl-2-(3-phenylpropyl)oxazol-5-yl)piperidine-2-carbonitrile CC=1N=C(OC1N1[C@@H](CCCC1)C#N)CCCC1=CC=CC=C1